methyloctan CCCCCCCCC